C(C)O/C=C/C=1C=C2C(=CC(=NC2=CC1)N(CC(=O)O)C)C1=CC=CC=C1.C(#N)C1N(CC(C1)(F)F)C(CNC(=O)C1=CC=NC2=CC=CC=C12)=O N-(2-(2-cyano-4,4-difluoropyrrolidin-1-yl)-2-oxoethyl)quinoline-4-carboxamide (E)-N-(6-(2-ethoxyvinyl)-4-phenylquinolin-2-yl)-N-methylglycinate